F[B-](F)(F)F.N1=[NH+]CN2C=COC=C21 [1,2,4]triazolo[4,3-d][1,4]oxazin-2-ium tetrafluoroborate